FC=1C=CC(=NC1C(F)(F)F)C=NS(=O)C(C)(C)C N-((5-fluoro-6-(trifluoromethyl)pyridin-2-yl)methylene)-2-methylpropan-2-sulfinamide